4-{7-bromo-8-fluoro-6-[2-(trimethylsilyl)ethynyl]Quinazolin-4-yl}piperazine-1-carboxylic acid tert-butyl ester C(C)(C)(C)OC(=O)N1CCN(CC1)C1=NC=NC2=C(C(=C(C=C12)C#C[Si](C)(C)C)Br)F